N=1C=NN2C1C=C(C=C2)OC2=C(C=C(C=C2)NC2=NC=NN1C2=CC(=C1)C(=O)N1CCC(CC1)NC(C=C)=O)Cl N-(1-(4-((4-([1,2,4]triazolo[1,5-a]pyridin-7-yloxy)-3-chlorophenyl)amino)pyrrolo[2,1-f][1,2,4]triazine-6-carbonyl)piperidin-4-yl)acrylamide